NC=1C2=C(N=CN1)N(C=C2C2=CC=C(C=1N2C=CN1)NC(=O)NC1=CC(=C(C=C1)OC1CCN(CC1)C)C(F)(F)F)C(C)C 1-(5-(4-AMINO-7-ISOPROPYL-7H-PYRROLO[2,3-D]PYRIMIDIN-5-YL)IMIDAZO[1,2-A]PYRIDIN-8-YL)-3-(4-((1-METHYLPIPERIDIN-4-YL)OXY)-3-(TRIFLUOROMETHYL)PHENYL)UREA